[(3-bromophenyl)methyl]dimethylamine BrC=1C=C(C=CC1)CN(C)C